CC1N(CCCCC1)C(=O)NC1=CC(=C(C=C1)C)C=1OC=C(N1)C hexahydro-2-methyl-N-[4-methyl-3-(4-methyl-2-oxazolyl)phenyl]-1H-azepine-1-carboxamide